rac-1-(tert-butyl) 3-methyl (3R,5S)-5-hydroxypiperidine-1,3-dicarboxylate O[C@H]1C[C@H](CN(C1)C(=O)OC(C)(C)C)C(=O)OC |r|